C1(=CC=CC=C1)C1=NN=C(S1)CNC(C#C)=O N-((5-phenyl-1,3,4-thiadiazol-2-yl)methyl)propiolamide